(R*)-1-(5-cyclopropyl-2-(1-((3,6-dichloro-1,2,4-triazin-5-yl)amino)ethyl)pyrazolo[1,5-a]pyridin-7-yl)-3-methylimidazolidine-2,4-dione C1(CC1)C1=CC=2N(C(=C1)N1C(N(C(C1)=O)C)=O)N=C(C2)[C@@H](C)NC=2N=C(N=NC2Cl)Cl |o1:20|